pyran-4-one O1C=CC(C=C1)=O